C(C)O[Si](CCCCCCCC)(OCC)OCC triethyloxy(octyl)silane